NC1(C(CCC1)C(=O)O)C 2-AMINO-2-METHYL-CYCLOPENTANECARBOXYLIC ACID